6-Chloro-N-methoxy-4-((2-methoxy-3-(1-methyl-1H-1,2,4-triazol-3-yl)phenyl)amino)-N-methylnicotinamide ClC1=NC=C(C(=O)N(C)OC)C(=C1)NC1=C(C(=CC=C1)C1=NN(C=N1)C)OC